(E)-1-(3-(cyclopropylmethoxy)-4-(difluoromethoxy)styryl)-2,6-dimethylpyridin-4(1H)-one C1(CC1)COC=1C=C(/C=C/N2C(=CC(C=C2C)=O)C)C=CC1OC(F)F